N-(4-((1-Isopropyl-1H-[1,2,3]triazolo[4,5-h]quinazolin-8-yl)amino)phenyl)-N-(2-morpholinoethyl)methanesulfonamide C(C)(C)N1N=NC=2C=CC=3C=NC(=NC3C21)NC2=CC=C(C=C2)N(S(=O)(=O)C)CCN2CCOCC2